benzyl 2-(4-(3-amino-3-ketopropyl) phenyl)-2-methylpropionate NC(CCC1=CC=C(C=C1)C(C(=O)OCC1=CC=CC=C1)(C)C)=O